O=[Mg] Oxomagnesium